2-(4-bromophenyl)-4-(3-tetrahydrofurylmethyl)-thieno[2,3-d]pyridazine-7-carboxamide BrC1=CC=C(C=C1)C1=CC=2C(=C(N=NC2CC2COCC2)C(=O)N)S1